C(C1=CC=CC=C1)N1CCC(CC1)CCC(=O)C1=CC2=C(CCCCN2)C=C1 3-[1-benzylpiperidin-4-yl]-1-(2,3,4,5-tetrahydro-1H-1-benzazepin-8-yl)propan-1-one